FC1=C(C=C(C=C1)OC(F)(F)F)NC(O)=O (2-fluoro-5-(trifluoromethoxy)phenyl)carbamic acid